C(C1=C(C(=CC(=C1)C(CC(C)(C)C)(C)C)N1N=C2C(=N1)C=CC=C2)O)C2=C(C(=CC(=C2)C(CC(C)(C)C)(C)C)N2N=C1C(=N2)C=CC=C1)O 2,2'-Methylen-bis[6-(2H-benzotriazol-2-yl)4-(1,1,3,3-tetramethylbutyl)phenol]